FC=1C(=CC=2C3=C(C=NC2C1)N(C(C31CN(C1)C1=C(C=CC=C1)OC)=O)C)C=1C=C(C(=NC1)OCCNC(C)C)NS(=O)(=O)C N-(5-(7'-Fluoro-1-(2-methoxyphenyl)-3'-methyl-2'-oxo-2',3'-dihydrospiro[azetidine-3,1'-pyrrolo[2,3-c]quinolin]-8'-yl)-2-(2-(isopropylamino)ethoxy)pyridin-3-yl)methanesulfonamide